1-ethyl-5-(4,4,5,5-tetramethyl-1,3,2-dioxaborolan-2-yl)-3-(trifluoromethyl)pyrazole C(C)N1N=C(C=C1B1OC(C(O1)(C)C)(C)C)C(F)(F)F